C1(=CC=CC=C1)P(CCCCCP(C1=CC=CC=C1)C1=CC=CC=C1)C1=CC=CC=C1 1,5-Bis-(diphenylphosphino)-pentan